N=1N(C=C2C=CC=CC12)C1CCN(CC1)C1=NC2=C(C=C(C=C2C(N1C)=O)C)[C@@H](C)NC=1C(=NC(=CC1)Cl)C(=O)NS(=O)(=O)C (R)-3-((1-(2-(4-(2H-indazol-2-yl)piperidin-1-yl)-3,6-dimethyl-4-oxo-3,4-dihydroquinazolin-8-yl)ethyl)amino)-6-chloro-N-(methylsulfonyl)picolinamide